6,6'-(2,3-bis(((1-benzyl-1H-1,2,3-triazol-4-yl)methyl)amino)butane-1,4-diyl)dipicolinic acid C(C1=CC=CC=C1)N1N=NC(=C1)CNC(CC1=CC=CC(=N1)C(=O)O)C(CC1=CC=CC(=N1)C(=O)O)NCC=1N=NN(C1)CC1=CC=CC=C1